C1(=CC=CC=C1)C1=NNC(=C1C(F)(F)F)C1=CC=CC=C1 3,5-diphenyl-4-(trifluoromethyl)-1H-pyrazole